O=C1NC(CCC1N1C(C2=CC=C(C=C2C1)C1=CC=C(C=N1)NC(C)=O)=O)=O N-(6-(2-(2,6-dioxopiperidin-3-yl)-1-oxoisoindolin-5-yl)pyridin-3-yl)acetamide